F[P-](F)(F)(F)(F)F.C(CCC)O n-butanol hexafluorophosphate